N-{(6R*)-2-[4-(2,6-difluorophenyl)-1,2-benzoxazol-3-yl]-7,7-difluoro-3-oxo-2,3,5,6,7,8-hexahydroimidazo[1,5-a]pyridin-6-yl}methanesulfonamide FC1=C(C(=CC=C1)F)C1=CC=CC2=C1C(=NO2)N2C(N1C(CC([C@@H](C1)NS(=O)(=O)C)(F)F)=C2)=O |o1:23|